eicosyl-methyl-cyclodecasiloxane C(CCCCCCCCCCCCCCCCCCC)[Si]1(O[SiH2]O[SiH2]O[SiH2]O[SiH2]O[SiH2]O[SiH2]O[SiH2]O[SiH2]O[SiH2]O1)C